C(C)SC1=NC(=CC(=C1C(=O)NCC1=CC(=C(C=C1)F)OC)C)N1CCOCC1 2-Ethylsulfanyl-N-[(4-fluoro-3-methoxy-phenyl)-methyl]-4-methyl-6-morpholin-4-yl-pyridine-3-carboxylic acid amide